BrC(C(=O)C=1C=C2CC(NC2=C(C1)F)=O)C 5-(2-bromopropanoyl)-7-fluoro-2,3-dihydro-1H-indol-2-one